1-(4-iodophenyl)piperidine-2-carbaldehyde IC1=CC=C(C=C1)N1C(CCCC1)C=O